1-(6-chloropyridazin-3-yl)-N-(cyclopropylmethyl)-3-methylpyrrolidin-3-amine ClC1=CC=C(N=N1)N1CC(CC1)(NCC1CC1)C